4-amino-5-benzoyl-2-((2,6-dimethylphenyl)amino)-N-(4-methoxybenzyl)thiophene-3-carboxamide NC=1C(=C(SC1C(C1=CC=CC=C1)=O)NC1=C(C=CC=C1C)C)C(=O)NCC1=CC=C(C=C1)OC